(S)-5-oxo-N-(4-((4-(4-(trifluoromethyl)piperidin-1-yl)phenyl)amino)benzyl)pyrrolidine-3-carboxamide Cyanotetrahydrofuran-3,4-diylbis(2-methylpropionate) C(#N)OC(C(C)(C)C1COCC1C(C(=O)O)(C)C)=O.O=C1C[C@@H](CN1)C(=O)NCC1=CC=C(C=C1)NC1=CC=C(C=C1)N1CCC(CC1)C(F)(F)F